3-(3-chloro-5-iodo-8,9-dihydro-7H-cyclopenta[h]isoquinolin-7-yl)-1-(cyclopropylmethyl)-1-[(2,4-dimethoxyphenyl)methyl]thiourea ClC=1N=CC2=C3C(=CC(=C2C1)I)C(CC3)NC(N(CC3=C(C=C(C=C3)OC)OC)CC3CC3)=S